CC(C=CC(CCC(=O)O)O)C 7-methyl-4-hydroxy-5-octenoic acid